C1(=CC=C(C=C1)C(=O)[O-])C(=O)OC=C 1,4-benzenedicarboxylic acid, 1-ethenyl ester